Cl.O1COC2=C1C=CC(=C2)NC2N(C(=NC(=N2)N)N2CCCC2)C2=CC=C(C=C2)C N-Benzo[1,3]dioxol-5-yl-6-pyrrolidin-1-yl-N1-p-tolyl-[1,3,5]triazine-2,4-diamine hydrochloride